N-(9-((2R,3S,4S,5S)-4-amino-3-(tert-butyldimethylsilyloxy)-5-(hydroxymethyl)-tetrahydrofuran-2-yl)-6-oxo-6,9-dihydro-1H-purin-2-yl)isobutyramide Sodium borohydride [BH4-].[Na+].N[C@@H]1[C@@H]([C@@H](O[C@@H]1CO)N1C=2N=C(NC(C2N=C1)=O)NC(C(C)C)=O)O[Si](C)(C)C(C)(C)C